ClC1=CC(=C(C=C1)C1=CC=C(C=C1)N1CCN(CC1)CC(F)F)N1CC(CCC1)N1N=CC(=C1C(F)F)C(=O)[O-] 1-[1-{4-chloro-4'-[4-(2,2-difluoroethyl) piperazin-1-yl] [biphenyl]-2-yl} piperidin-3-yl]-5-(difluoromethyl)-1H-pyrazole-4-carboxylate